(2-methoxyethoxy)methyl (3aS,4S,5S,7S,7aR)-2-(4-cyano-2-fluoro-3-(trifluoromethyl)phenyl)-4,7-dimethyl-1,3-dioxooctahydro-1H-4,7-epoxyisoindole-5-carboxylate C(#N)C1=C(C(=C(C=C1)N1C([C@H]2[C@@]3(C[C@@H]([C@]([C@H]2C1=O)(O3)C)C(=O)OCOCCOC)C)=O)F)C(F)(F)F